N-(5-methyl-2-((pyridin-3-yl)methoxy)-4-(3-(1-(3-(3-hydroxy-3-carboxypyrrolidin-1-yl)propyl)indoline-4-yl)-2-methylbenzyloxy)benzyl)-L-serine CC=1C(=CC(=C(CN[C@@H](CO)C(=O)O)C1)OCC=1C=NC=CC1)OCC1=C(C(=CC=C1)C1=C2CCN(C2=CC=C1)CCCN1CC(CC1)(C(=O)O)O)C